3-bromo-1-phenylpropane-1,2-dione BrCC(C(=O)C1=CC=CC=C1)=O